4-(aminomethyl)-6-(5-chloro-1-methyl-pyrazol-4-yl)-2H-phthalazin-1-one NCC1=NNC(C2=CC=C(C=C12)C=1C=NN(C1Cl)C)=O